ClC1=C(C=CC(=C1)Cl)NC(=S)NC1CN(C(C1)=O)C1=CC=CC=C1 1-(2,4-dichlorophenyl)-3-(5-oxo-1-phenylpyrrolidin-3-yl)thiourea